(4,4'-dimethoxytrityloxyethyl) hydroxyethyl sulfone OCCS(=O)(=O)CCOC(C1=CC=C(C=C1)OC)(C1=CC=C(C=C1)OC)C1=CC=CC=C1